BrC=1C=C(C(=NC1)N)S[C@H](C)C1=CC=CC=C1 |r| (rac)-5-bromo-3-{[1-phenylethyl]sulfanyl}pyridin-2-amine